OC1(COC1)C(C=1C=C(C=CC1)N1C(C2=CC(=CC(=C2C1)C(F)(F)F)CNC1(CCC1)C)=O)C1=NN=CN1C 2-(3-((3-hydroxyoxetan-3-yl)(4-methyl-4H-1,2,4-triazol-3-yl)methyl)phenyl)-6-(((1-methylcyclobutyl)amino)methyl)-4-(trifluoromethyl)isoindolin-1-one